7'-[(1R,3R)-3-(Oxan-2-yloxy)cyclohexyl]-2'-(piperidin-4-ylamino)spiro[cyclopropane-1,5'-pyrrolo[2,3-d]pyrimidin]-6'-one O1C(CCCC1)O[C@H]1C[C@@H](CCC1)N1C(C2(C3=C1N=C(N=C3)NC3CCNCC3)CC2)=O